methyl (2S)-2-[(25-bromo-20,20-dioxo-20λ6-thia-14,21,26,27-tetrazatetracyclo[20.3.1.115,19.02,7]heptacosa-1(25),2,4,6,15,17,19(27),22(26),23-nonaen-14-yl)methyl]-2-methyl-pentanoate BrC=1C=CC=2NS(C=3C=CC=C(N(CCCCCCC4=CC=CC=C4C1N2)C[C@@](C(=O)OC)(CCC)C)N3)(=O)=O